O[C@@]1(C(N(C(C1([2H])[2H])([2H])[2H])C)=O)C1=CC(=NO1)C1=NC(=CC=C1)C1=NC(=NC=C1)NC=1C=NN(C1)C (R)-3-Hydroxy-1-methyl-3-(3-(6-(2-((1-methyl-1H-pyrazol-4-yl)amino)pyrimidin-4-yl)pyridin-2-yl)isoxazol-5-yl)pyrrolidin-2-one-4,4,5,5-d4